C(C)(C)(C)OC(=O)N1CCN(CC1)C1=NC(=CC=C1)CO 4-(6-(Hydroxymethyl)pyridin-2-yl)piperazine-1-carboxylic acid tert-butyl ester